BrC1=C(C=CC=C1)NC(=S)N 1-(2-Bromophenyl)thiourea